methyl 2-(4-((benzyloxy)carbonyl)cyclohexyl)-5-methyloxazole-4-carboxylate C(C1=CC=CC=C1)OC(=O)C1CCC(CC1)C=1OC(=C(N1)C(=O)OC)C